methyl ((4-(3-(3-chloro-4-(trifluoromethyl)phenyl)ureido)phenyl)sulfonyl)-L-prolinate ClC=1C=C(C=CC1C(F)(F)F)NC(NC1=CC=C(C=C1)S(=O)(=O)N1[C@@H](CCC1)C(=O)OC)=O